glycidyl 2,2-dimethyl-3,3-dimethylpentanoate CC(C(=O)OCC1CO1)(C(CC)(C)C)C